(3R)-2-methyl-3-(6-{[5-(trifluoromethyl)pyridin-2-yl]Oxy}-1H-benzoImidazol-1-yl)butan-2-ol CC(C)([C@@H](C)N1C=NC2=C1C=C(C=C2)OC2=NC=C(C=C2)C(F)(F)F)O